FCC(CN(CCC(C(=O)O)NC(CC=1C=NC=CC1)=O)CCCCC1=NC=2NCCCC2C=C1)OC 4-[[3-fluoro-2-methoxy-propyl]-[4-(5,6,7,8-tetrahydro-1,8-naphthyridin-2-yl)butyl]amino]-2-[[2-(3-pyridyl)acetyl]amino]butanoic acid